FC1(CCC(CC1)N1CCC=2C1=NC=C(C2)CNC(=O)C2=CC1=C(N(C(N1)=O)C)C=C2)F N-((1-(4,4-difluorocyclohexyl)-2,3-dihydro-1H-pyrrolo[2,3-b]pyridin-5-yl)methyl)-1-methyl-2-oxo-2,3-dihydro-1H-benzimidazole-5-carboxamide